OCCCNCCCNC(OC(C)(C)C)=O tert-butyl (3-((3-hydroxypropyl)amino)propyl)carbamate